para-methyl-α-methylstyrene CC1=CC=C(C(=C)C)C=C1